ethyl-L-histidinamide C(C)N[C@@H](CC1=CNC=N1)C(=O)N